1-Tetrahydropyran-2-yl-4-(4,4,5,5-tetramethyl-1,3,2-dioxaborolan-2-yl)pyrazole O1C(CCCC1)N1N=CC(=C1)B1OC(C(O1)(C)C)(C)C